C(O)(O)=O.CC#CCCCCCC methyloctyn carbonate